FC=1C(=NC(=CC1)C)OC1CCC(CC1)C(F)(F)F rel-3-fluoro-6-methyl-2-{[(1r,4r)-4-(trifluoromethyl)cyclohexyl]oxy}-pyridine